2-(6-bromo-1,2,3,4-tetrahydronaphthalen-1-yl)-6-cyclopropyl-8-fluoroisoquinolin-1(2H)-one BrC=1C=C2CCCC(C2=CC1)N1C(C2=C(C=C(C=C2C=C1)C1CC1)F)=O